1,1,1,3,3,3-hexafluoro-2-(2'-methyl-4'-((5-(pyridin-4-ylmethyl)-2,5-diazabicyclo[2.2.1]heptan-2-yl)methyl)-[1,1'-biphenyl]-4-yl)propan-2-ol FC(C(C(F)(F)F)(O)C1=CC=C(C=C1)C1=C(C=C(C=C1)CN1C2CN(C(C1)C2)CC2=CC=NC=C2)C)(F)F